BrC=1C=C2C(=CNC2=CC1)C(C(=O)O)CC(C)(C)C.C(C)OC=1C=CC(=NC1)C(NC1=NC=CC=C1)=S 5-ethoxy-N-(pyridin-2-yl)pyridine-2-thioamide (5-bromo-1H-indol-3-yl)-2,2-dimethylpropyl-acetate